C(C)(C)(C)C1=CC=C(C=C1)C1=CC=C(C=C1)B1OC(C(O1)(C)C)(C)C 2-(4'-(tert-butyl)-[1,1'-biphenyl]-4-yl)-4,4,5,5-tetramethyl-1,3,2-dioxaborolane